ClC1=C(C(=NC2=CC(=C(C=C12)Cl)OC)C)C1=CC=C(C=C1)C1=CC=C(C=C1)OC1=CC=C(C=C1)OC(F)(F)F 4,6-Dichloro-7-methoxy-2-methyl-3-(4'-(4-(trifluoromethoxy)phenoxy)-[1,1'-biphenyl]-4-yl)quinoline